4-(6,6-difluorospiro[3.3]heptan-2-yl)-6,7-dimethyl-2-((2S)-2-(1-methyl-1H-pyrazol-4-yl)-4-morpholinyl)pteridine FC1(CC2(CC(C2)C2=NC(=NC3=NC(=C(N=C23)C)C)N2C[C@@H](OCC2)C=2C=NN(C2)C)C1)F